di-(4-tert-butyl-cyclohexyl)-peroxydicarbonate C(C)(C)(C)C1CCC(CC1)OC(=O)OOC(=O)OC1CCC(CC1)C(C)(C)C